C(C)N1N=C2C(C=NC=C2)=C1 2-ethyl-2H-pyrazolo[4,3-c]pyridine